dihydroindolophenyldiazepine C1(CCC=C2C1=C1C=CC=CC1=N2)C2=NNC=CC=C2